C(CCCCO)CCC[C@H]1[C@H](O1)CCCCCCCC(=O)O The molecule is a 9,10-epoxy-18-hydroxyoctadecanoic acid in which the chiral centres at positions 9 and 10 have R- and S-configuration respectively. It is a conjugate acid of a (9R,10S)-9,10-epoxy-18-hydroxyoctadecanoate. It is an enantiomer of a (9S,10R)-9,10-epoxy-18-hydroxyoctadecanoic acid.